C1=CC=CC=2C3=CC=CC=C3C(C12)COC(=O)NC1(CC1)C(=O)O 1-((((9H-fluoren-9-yl)methoxy)carbonyl)amino)cyclopropanecarboxylic acid